FC1=C(C=C(C=C1)[C@@H]1N(C[C@H](CC1)C)C(C(=O)NC1=NC=CC=C1C(=O)N)=O)C [[2-[(2R,5S)-2-(4-fluoro-3-methyl-phenyl)-5-methyl-1-piperidyl]-2-oxo-acetyl]amino]pyridine-3-carboxamide